2-methyl-N-(piperidin-4-yl)indazole-7-carboxamide CN1N=C2C(=CC=CC2=C1)C(=O)NC1CCNCC1